(3S)-1-(4-{7-cyclopropyl-5-[(1R)-1-methyl-1,2,3,4-tetrahydroisoquinoline-2-carbonyl]-pyrazolo[1,5-a]pyrimidin-2-yl}-2,5-difluorophenyl)pyrrolidine-3-carboxylic acid C1(CC1)C1=CC(=NC=2N1N=C(C2)C2=CC(=C(C=C2F)N2C[C@H](CC2)C(=O)O)F)C(=O)N2[C@@H](C1=CC=CC=C1CC2)C